FC=1C=C(C=CC1OC1=CC=NC2=CC(=C(N=C12)OC)OCCOC)NC(=O)C=1C(=NC(=C(C1O)C1=CC=C(C=C1)F)C)C N-[3-Fluoro-4-[[6-methoxy-7-(2-methoxyethoxy)-1,5-naphthyridin-4-yl]oxy]phenyl]-5-(4-fluorophenyl)-4-hydroxy-2,6-dimethylpyridine-3-carboxamide